C1(=CC=CC=C1)C(C1=CC=CC=C1)=NC1=CC2=C([C@@H](CO2)N(C(OC(C)(C)C)=O)C)C=C1 tert-butyl (S)-(6-((diphenylmethylene)amino)-2,3-dihydrobenzofuran-3-yl)(methyl)carbamate